ClC=1N=C(C2=C(N1)C=CC=N2)CC2=CC=C(C=C2)C=2N(C=C(N2)C(F)(F)F)C 2-chloro-4-(4-(1-methyl-4-(trifluoromethyl)-1H-imidazol-2-yl)benzyl)pyrido[3,2-d]pyrimidine